1-(6-(6-Methylpyridin-2-yl)-2,3-dihydro-1H-imidazo[1,2-a]imidazol-5-yl)benzo[d]thiazole CC1=CC=CC(=N1)C=1N=C2N(CCN2)C1S1C=NC2=C1C=CC=C2